2,4,6-trinitromesitylene [N+](=O)([O-])C1=C(C(=C(C(=C1C)[N+](=O)[O-])C)[N+](=O)[O-])C